C(C)(C)(CC)O[Si](O[SiH](C)C)(C)C 1-tert-pentoxy-1,1,3,3-tetramethyldisiloxane